[Cl-].C1(=C(C=CC=C1)[N+](C)(C)C1=C(C=CC=C1)C)C ditolyl-dimethylammonium chloride